COC1=CC=C(C=C1)C1=NN2C(=NC=3C(=CC=CC3C2=N1)S(=O)(=O)C(C)C)NC=1C(N=CC=CC1)=O (3R)-3-{[2-(4-methoxyphenyl)-7-(propane-2-sulfonyl)[1,2,4]triazolo[1,5-c]quinazolin-5-yl]amino}azepin-2-one